hydroxy-3-ethoxypyridine-2-carbonitrile OC1=C(C(=NC=C1)C#N)OCC